C(C)(C)(C)OC(=O)N(C1(CC1)C(=O)O)C 1-((tert-butoxycarbonyl)(methyl)amino)cyclopropane-1-carboxylic acid